C1(=CC=CC=C1)[B-](C1=CC=CC=C1)(C1=CC=CC=C1)C1=CC=CC=C1.C(C)C=1NC=C([NH+]1)C 2-ethyl-4-methyl-imidazolium tetraPhenylborate